CC(CC(=O)OOC(C(C)C)=O)C isobutanoyl 3-methylbutanoyl peroxide